FC(CN(C)CCC1=CNC2=CC=C(C=C12)OC)(F)F 2,2,2-trifluoro-N-(2-(5-methoxy-1H-indol-3-yl)ethyl)-N-methylethan-1-amine